C(C1=CC=CC=C1)N1C2=NC=NC(=C2N=C1C1=C(C=C(OCCCN2CCN(CC2)C(=O)OC(C)(C)C)C=C1)Cl)OC1(CC1)C Tert-butyl 4-(3-(4-(9-benzyl-6-(1-methylcyclopropoxy)-9H-purin-8-yl)-3-chlorophenoxy)propyl)piperazine-1-carboxylate